3-(trans-4-{[3-(difluoromethoxy)-1H-pyrazolo[3,4-b]pyridin-5-yl]oxy}cyclohexyl)-1-[5-(trifluoromethyl)-3-pyridinyl]-2,4-imidazolidinedione trifluoroacetate FC(C(=O)O)(F)F.FC(OC1=NNC2=NC=C(C=C21)O[C@@H]2CC[C@H](CC2)N2C(N(CC2=O)C=2C=NC=C(C2)C(F)(F)F)=O)F